methyl (1r,4R)-4',5'-dichloro-4-(3-chloroanilino)-2'-{(2R)-3-[(4-methoxyphenyl)methoxy]-2-methylpropyl}spiro[cyclohexane-1,1'-indene]-4-carboxylate ClC1=C2C=C(C3(C2=CC=C1Cl)CCC(CC3)(C(=O)OC)NC3=CC(=CC=C3)Cl)C[C@H](COCC3=CC=C(C=C3)OC)C